Cl.C(C)(C)(C)C1=CCCNC1 5-(tert-butyl)-1,2,3,6-tetrahydropyridine hydrochloride